C(C1=CC=CC=C1)(C1=CC=CC=C1)N(C1CC(C1)C1=CC(=CC(=C1)C)C)CC (1s,3s)-N-benzhydryl-3-(3,5-dimethylphenyl)-N-ethylcyclobutane-1-amine